BrC1=CC=C(C=C1)[C@H]([C@@](CC(=O)O)(C)C(=O)OC)C (3S,4R)-4-(4-bromophenyl)-3-(methoxycarbonyl)-3-methylpentanoic acid